benzyl (2S,4R)-1-((9,9-difluoro-9H-fluorene-3-carbonyl)glycyl)-4-fluoro-4-(((methylsulfonyl)oxy)methyl)pyrrolidine-2-carboxylate FC1(C2=CC=CC=C2C=2C=C(C=CC12)C(=O)NCC(=O)N1[C@@H](C[C@@](C1)(COS(=O)(=O)C)F)C(=O)OCC1=CC=CC=C1)F